C1(=O)C=CC(=O)C=C1 benzo-1,4-quinone